C1(CCCC1)N1CC(C1)N1CC(C1)(C(=O)N(C1=CC(=CC=C1)F)CC1=NC=C(C=C1)C=1OC(=NN1)C(F)F)F 1'-cyclopentyl-N-((5-(5-(difluoromethyl)-1,3,4-oxadiazol-2-yl)pyridin-2-yl)methyl)-3-fluoro-N-(3-fluorophenyl)-[1,3'-biazetidine]-3-carboxamide